C12CCCCC2CC1 bicyclo[4.2.0]Octane